tert-butyl (8,9-difluoro-6-oxo-1,2,3,4,5,6-hexahydrophenanthridin-1-yl)(methyl)carbamate FC=1C=C2C(NC=3CCCC(C3C2=CC1F)N(C(OC(C)(C)C)=O)C)=O